N,2-diethyl-N-methyl-naphthalene-1-amine C(C)N(C1=C(C=CC2=CC=CC=C12)CC)C